BrC=1C(N(C(=CC1OCC1=C(C=C(C=C1)F)F)C)C=1C=C(C(=O)NC)C=CC1C)=O 3-(3-Bromo-4-((2,4-difluorobenzyl)oxy)-6-methyl-2-oxopyridin-1(2H)-yl)-N,4-dimethylbenzamide